2-(6-{[(3S,4S)-4-Fluoro-1-methylpyrrolidin-3-yl]amino}[1,3]thiazolo[4,5-c]pyridazin-3-yl)-5-(1H-pyrazol-4-yl)phenol F[C@@H]1[C@H](CN(C1)C)NC=1SC2=C(N=NC(=C2)C2=C(C=C(C=C2)C=2C=NNC2)O)N1